N-(dimethylamino)methyleneacetamide CN(C)C=NC(C)=O